tetra(trifluoromethyl)cyclohexane FC(F)(F)C1(C(CCCC1)(C(F)(F)F)C(F)(F)F)C(F)(F)F